ethyl (1S,3S,5R)-2-((4-(4-fluorophenoxy)benzoyl)glycyl)-5-(methoxymethyl)-2-azabicyclo[3.1.0]hexane-3-carboxylate FC1=CC=C(OC2=CC=C(C(=O)NCC(=O)N3[C@H]4C[C@]4(C[C@H]3C(=O)OCC)COC)C=C2)C=C1